O=C1N(CCNC1)CCCC1=CC=C(C#N)C=C1 4-(3-(2-oxopiperazin-1-yl)propyl)benzonitrile